(3aR,6aS)-2-(4-fluoro-2-methyl-phenyl)-3a,6a-dimethyl-1,3,4,6-tetrahydropyrrolo[3,4-c]pyrrole-5-carboxylic acid tert-butyl ester C(C)(C)(C)OC(=O)N1C[C@]2([C@@](C1)(CN(C2)C2=C(C=C(C=C2)F)C)C)C